IC1=CC=C(C=C1)CC(=O)NCC1=C(C(=CC(=C1)F)F)F (4-iodophenyl)-N-(2,3,5-trifluorobenzyl)acetamide